4,4'-diphenylbenzophenone C1(=CC=CC=C1)C1=CC=C(C(=O)C2=CC=C(C=C2)C2=CC=CC=C2)C=C1